oxo-1,6-dihydropyridazine-3-carboxylic acid O=C1C=CC(=NN1)C(=O)O